2-(2-bromoethyl)-2,4-dihydro-4-(4-fluorophenyl)-3H-1,2,4-triazol-3-one BrCCN1N=CN(C1=O)C1=CC=C(C=C1)F